(R)-3-methyl-4-(4-(1-(methylsulfonyl)cyclopropyl)-8-(1H-pyrazol-5-yl)imidazo[1,5-a]pyrimidin-2-yl)morpholine C[C@H]1N(CCOC1)C1=NC=2N(C(=C1)C1(CC1)S(=O)(=O)C)C=NC2C2=CC=NN2